N1=C(C=CC=2CCCNC12)CCCCCN([C@H]1CNCC1)CCOC(F)(F)F (R)-N-(5-(5,6,7,8-tetrahydro-1,8-naphthyridin-2-yl)pentyl)-N-(2-(trifluoromethoxy)ethyl)pyrrolidin-3-amine